N-(2,6-difluoro-3-(5-(2-methoxypyrimidin-5-yl)-1H-pyrrolo[2,3-b]pyridine-3-carbonyl)phenyl)propane-1-sulfonamide FC1=C(C(=CC=C1C(=O)C1=CNC2=NC=C(C=C21)C=2C=NC(=NC2)OC)F)NS(=O)(=O)CCC